C(CCCCCCCCCCC)(=O)N[C@@H](CCCCN)C(=O)O lauroyl-L-lysine